2,5-Diaza-bicyclo[2.2.2]octane-2-carboxylic acid C12N(CC(NC1)CC2)C(=O)O